5-(3-amino-2-chlorophenoxy)-3-cyclopropyl-1-(2-fluoro-4-iodophenyl)-6,8-dimethylpyrido[2,3-d]pyrimidine-2,4,7(1H,3H,8H)-trione NC=1C(=C(OC2=C(C(N(C=3N(C(N(C(C32)=O)C3CC3)=O)C3=C(C=C(C=C3)I)F)C)=O)C)C=CC1)Cl